ethyl (S)-3-(5-(3-chlorophenyl)thiophen-2-yl)-3-(3-(4-hydroxy-1-methyl-2-oxo-1,2-dihydro pyridin-3-yl)ureido)propanoate ClC=1C=C(C=CC1)C1=CC=C(S1)[C@H](CC(=O)OCC)NC(=O)NC=1C(N(C=CC1O)C)=O